4-methoxy-benzenemethanol acetate C(C)(=O)OCC1=CC=C(C=C1)OC